C(C)(C)(C)C=1SC(=CN1)C(=O)NCC1=C(C=C(C=C1)C1=CN=NC(=C1)NC=1C=NN(C1)C)C (tert-butyl)-N-(2-methyl-4-(6-((1-methyl-1H-pyrazol-4-yl)amino)pyridazin-4-yl)benzyl)thiazole-5-carboxamide